O1C(=CC=C1)N1C=2N(C3=C(C1=O)C=NC(=N3)NC3=CC=C(C=C3)N3CCN(CC3)C)CCN2 6-(Furan-2-yl)-2-((4-(4-methylpiperazin-1-yl)phenyl)amino)-8,9-dihydroimidazo[1,2-a]pyrimido[5,4-e]pyrimidin-5(6H)-one